C1(CC1)C1=NC(=C(C(=N1)NC1=NNC2=CC(=CC=C12)[C@@H]1C[C@@]12C(NC1=CC=C(C=C21)OC)=O)OC)N2CCOCC2 (1R,2S)-2-(3-{[2-cyclopropyl-5-methoxy-6-(morpholin-4-yl)pyrimidin-4-yl]amino}-1H-indazol-6-yl)-5'-methoxyspiro[cyclopropan-1,3'-indol]-2'(1'H)-one